NCCC[N-]C aminopropylmethylamide